C1(=CC=CC2=CC=CC=C12)C1=CC=CC=2CC3=CC=CC(=C3C12)C1=CC=CC2=CC=CC=C12 4,5-bis(naphthalen-1-yl)fluorene